(S)-3-(1-aminoethyl)-8-((6,7-dihydro-4H-pyrazolo[5,1-c][1,4]oxazin-3-yl)ethynyl)-2-phenylisoquinolin-1(2H)-one N[C@@H](C)C=1N(C(C2=C(C=CC=C2C1)C#CC=1C=NN2C1COCC2)=O)C2=CC=CC=C2